BrC1=CC2=C(OC[C@@H](C(N2C)=O)NC(=O)N2N=CC(=C2)OC2=NC(=CC=C2)F)C=C1 (S)-N-(7-Bromo-5-methyl-4-oxo-2,3,4,5-tetrahydrobenzo[b][1,4]oxazepin-3-yl)-4-((6-fluoropyridin-2-yl)oxy)-1H-pyrazole-1-carboxamide